NC=1C2=C(N=CN1)N(C(=C2C2=CC=C(C(=O)NCC1COC1)C=C2)C2=CC=C(C=C2)NC(C(=C)C)=O)C 4-(4-amino-6-(4-methacrylamido-phenyl)-7-methyl-7H-pyrrolo[2,3-d]pyrimidin-5-yl)-N-(oxetan-3-ylmethyl)benzamide